(6-methoxy-2-methyl-pyrimidin-4-yl)-ethanone COC1=CC(=NC(=N1)C)C(C)=O